Ethyl (S)-2-((S)-1-(2-(Pyridin-4-yl)acetyl)pyrrolidine-2-carboxamido)-9-(5,6,7,8-tetrahydro-1,8-naphthyridin-2-yl)nonanoate N1=CC=C(C=C1)CC(=O)N1[C@@H](CCC1)C(=O)N[C@H](C(=O)OCC)CCCCCCCC1=NC=2NCCCC2C=C1